(1R*,3aS*,4R*,7S*,7aR*)-N-((S)-1-amino-1-oxo-3-((S)-2-oxopyrrolidin-3-yl)propan-2-yl)-2,3,3a,4,7,7a-hexahydro-1H-4,7-ethanoisoindole-1-carboxamide hydrochloride Cl.NC([C@H](C[C@H]1C(NCC1)=O)NC(=O)[C@@H]1NC[C@H]2[C@H]3C=C[C@@H]([C@@H]12)CC3)=O |o1:14,17,18,21,22|